C(C)(=O)NC12CC3(CC(CC(C1)C3)(C2)C)C N-acetyl-3,5-dimethyl-1-adamantanamine